(R)-2-(7-(2-hydroxypropan-2-yl)-2-((1-methylpiperidin-3-yl)amino)oxazolo[4,5-b]pyridin-5-yl)-3-methyl-5-(trifluoromethyl)phenol OC(C)(C)C1=C2C(=NC(=C1)C1=C(C=C(C=C1C)C(F)(F)F)O)N=C(O2)N[C@H]2CN(CCC2)C